N[C@@H]1CN(CC1)C(=O)C1=CC=C(C=C1)NC1=NC=2C3=C(C=CC2C=N1)N=NN3C(C)C (S)-(3-aminopyrrolidin-1-yl)(4-((1-isopropyl-1H-[1,2,3]triazolo[4,5-H]quinazolin-8-yl)amino)phenyl)methanone